O[C@@H]1[C@@H](CN(CC1)C(=O)OC(C)(C)C)C1=C(C=C(C=C1)C(=O)OC)O tert-butyl (3R,4S)-4-hydroxy-3-(2-hydroxy-4-(methoxycarbonyl)phenyl)piperidine-1-carboxylate